7-chloro-N-[(3R,6S)-6-[5-[2-(trifluoro-methoxy)ethoxy]-1,3,4-oxadiazol-2-yl]-3-piperidyl]quinoline ClC1=CC=C2C=CCN(C2=C1)[C@H]1CN[C@@H](CC1)C=1OC(=NN1)OCCOC(F)(F)F